COC=1C=C(C=CC1)CCN(S(=O)(=O)C1=CC=C(C=C1)NC(NCC=1C=NC=CC1)=O)C 3-(4-{[2-(3-methoxyphenyl)ethyl](methyl)sulfamoyl}phenyl)-1-(pyridin-3-ylmethyl)urea